ClC1=C(C=C(OCC(=O)N[C@@H]2CC[C@H](N(C2)C(=O)OC(C)(C)C)C(=O)NNC(=O)OCCC(F)(F)F)C=C1)F tert-butyl (2S,5R)-5-[2-(4-chloro-3-fluorophenoxy)acetamido]-2-{N'-[(3,3,3-trifluoropropoxy)carbonyl]hydrazinecarbonyl}piperidine-1-carboxylate